C(C)(C)(C)OC(NCC1=C(C2=C(N=CN2C)C(=C1)C1=CC=C(C=C1)OC(F)(F)F)CO[Si](C)(C)C(C)(C)C)=O tert-butyl-N-[[4-[[tert-butyl(dimethyl)silyl]oxymethyl]-3-methyl-7-[4-(trifluoromethoxy)phenyl]benzimidazol-5-yl]methyl]carbamate